FC1(CCC(CC1)C(CC1=CC=CC=C1)OC(=O)N[C@H](C(=O)N[C@H](C(S(=O)(=O)[O-])O)C[C@H]1C(NCC1)=O)CC(C)C)F.[Na+] Sodium (2S)-2-((2S)-2-(((1-(4,4-difluorocyclohexyl)-2-phenylethoxy)carbonyl)amino)-4-methylpentanamido)-1-hydroxy-3-((S)-2-oxopyrrolidin-3-yl)propane-1-sulfonate